ClC1=C(C=C(C=C1)C=1N(C(=CN1)C)CC1=C(OCCC[C@H](CC(=O)O)C)C=CC=C1)F (R)-6-(2-((2-(4-chloro-3-fluorophenyl)-5-methyl-1H-imidazol-1-yl)methyl)phenoxy)-3-methylhexanoic acid